C(C)(=O)N[C@@H](CSSCC=1SC=CC1)C(=O)O N-acetyl-S-((thiophen-2-ylmethyl)thio)-L-cysteine